COC1=NC=CC=C1C=1C=NN2C1N=C(C=C2)N2CCN(CC2)C(=O)OC2(CN(CC2)C(=O)OC(C)(C)C)C (1-tert-butoxycarbonyl-3-methyl-pyrrolidin-3-yl) 4-[3-(2-methoxy-3-pyridyl)pyrazolo[1,5-a]pyrimidin-5-yl]piperazine-1-carboxylate